OC1=C(OC2=C(C1=O)C(=CC(=C2)O)O)C2=CC=C(C=C2)OC2COC2 3,5,7-Trihydroxy-2-[4-(oxetan-3-yloxy)phenyl]benzopyran-4-one